1-(4-(3-cyclopropylureido)-3-fluorophenyl)-7-methoxy-[1,2,4]triazolo[4,3-a]quinoxaline-8-carboxamide C1(CC1)NC(NC1=C(C=C(C=C1)C1=NN=C2N1C1=CC(=C(C=C1N=C2)OC)C(=O)N)F)=O